(R or S)-5-(5-(2-hydroxy-6-methyl-4-(trifluoromethyl)phenyl)-2H-[1,2,3]triazolo[4,5-b]pyridin-2-yl)-1-methylpiperidin-2-one OC1=C(C(=CC(=C1)C(F)(F)F)C)C=1C=CC=2C(N1)=NN(N2)[C@@H]2CCC(N(C2)C)=O |o1:21|